(E)-N'-(5-bromo-2-hydroxybenzylidene)-2-(4-phenyl-1H-1,2,3-triazol-1-yl)acethydrazide BrC=1C=CC(=C(\C=N\NC(CN2N=NC(=C2)C2=CC=CC=C2)=O)C1)O